OC=1C=C2CC[C@@H]([C@@H](C2=CC1)C1=CC=C(C=C1)N1CCN(CC1)C(CC1CCN(CC1)C1=CC=C(C=C1)N1C(NC(CC1)=O)=O)=O)C1=CC=CC=C1 1-(4-(4-(2-(4-(4-((1R,2S)-6-hydroxy-2-phenyl-1,2,3,4-tetrahydronaphthalen-1-yl)phenyl)piperazin-1-yl)-2-oxoethyl)piperidin-1-yl)phenyl)dihydropyrimidine-2,4(1H,3H)-dione